ClC=1C=C(C=C(C1)F)[C@H](CCN(C(C(=O)O)C1=C(C(=CC=C1)C)C1CCC(CC1)OC(C(F)(F)F)C)C)N1CCN(CC1)C(C)C 2-(((S)-3-(3-chloro-5-fluorophenyl)-3-(4-isopropylpiperazin-1-yl)propyl)(methyl)amino)-2-(3-methyl-2-((1r,4S)-4-((1,1,1-trifluoropropan-2-yl)oxy)cyclohexyl)phenyl)acetic acid